C(C)(=O)O[C@@H]1[C@H]([C@@H]([C@H](C[C@H]1N=[N+]=[N-])N=[N+]=[N-])O[C@H]1O[C@@H](CCC1N=[N+]=[N-])[C@@H](CC)N(C(=O)OCC1=CC=CC=C1)CC1=CC=CC=C1)OC(C)=O (1S,2S,3R,4S,6R)-4,6-diazido-3-(((2R,6S)-3-azido-6-((R)-1-(benzyl((benzyloxy)carbonyl)amino)propyl)tetrahydro-2H-pyran-2-yl)oxy)cyclohexane-1,2-diyl diacetate